1,3-bis(3-(tritylthio)cyclobutyl)urea C(C1=CC=CC=C1)(C1=CC=CC=C1)(C1=CC=CC=C1)SC1CC(C1)NC(=O)NC1CC(C1)SC(C1=CC=CC=C1)(C1=CC=CC=C1)C1=CC=CC=C1